O=C(CC1CC(NC1)C(=O)O)NC=1C=NC(=NC1)C1=CC=CC=C1 4-(2-oxo-2-((2-phenylpyrimidin-5-yl)amino)ethyl)pyrrolidine-2-carboxylic acid